OCCN1N=C(C2=C(C=CC=C12)C1=CC=C(C=C1)C=1CCCCC1)NCC=1C=C(C(=O)O)C=CC1 3-(((1-(2-hydroxyethyl)-4-(2',3',4',5'-tetrahydro-[1,1'-biphenyl]-4-yl)-1H-indazol-3-yl)amino)methyl)benzoic acid